tert-butylButyl-dimethyl-silicon C(C)(C)(C)[Si](C)(C)CCCC